NCCNC(=O)[C@@H]1CC[C@H](CC1)C(F)(F)C1=CC(=NC(=C1)N1CCN(CC1)S(=O)(=O)C1=CC=C(C=C1)N1C(C[C@H](C1)N)=O)Cl trans-N-(2-aminoethyl)-4-[[2-chloro-6-[4-[4-[(4R)-4-amino-2-oxo-pyrrolidin-1-yl]phenyl]sulfonylpiperazin-1-yl]-4-pyridinyl]-difluoro-methyl]cyclohexanecarboxamide